C1(CC1)COC1=CC=C(N=N1)NC([C@H](C)N1C[C@@H](C(CC1)(F)F)C1=CN(C(C=C1)=O)CC(F)(F)F)=O (S)-N-(6-(cyclopropylmethoxy)pyridazin-3-yl)-2-((s)-4,4-difluoro-3-(6-oxo-1-(2,2,2-trifluoroethyl)-1,6-dihydropyridin-3-yl)piperidin-1-yl)propanamide